(S)-1-(3,3-dimethyl-4-(4-(trifluoromethyl)styryl)pyrrolidin-1-yl)prop-2-en-1-one CC1(CN(C[C@H]1C=CC1=CC=C(C=C1)C(F)(F)F)C(C=C)=O)C